2-[1-[2-(11-Azatricyclo[6.2.1.02,7]undeca-2(7),3,5-trien-11-yl)-6-methyl-4-oxo-chromen-8-yl]ethylamino]benzoic acid C12C=3C=CC=CC3C(CC1)N2C=2OC1=C(C=C(C=C1C(C2)=O)C)C(C)NC2=C(C(=O)O)C=CC=C2